C(C)OC(=O)C1(CC2=C(C=CC=C2C(C1)C(NC1=CC=CC=C1)=O)Cl)C(=O)OCC 8-chloro-4-(phenylcarbamoyl)-3,4-dihydronaphthalene-2,2(1H)-dicarboxylic acid diethyl ester